N1(CCC1)C=1C(=C(C=CC1)C=1C=C2C=NN(C(C2=CC1)=O)C1=NC=CC=C1)C 6-(3-(azetidin-1-yl)-2-methylphenyl)-2-(pyridin-2-yl)phthalazin-1(2H)-one